C(C)(=O)OC1=C(C=CC=C1)CCC1=CC=CC=C1 β-phenylethylphenyl acetate